C(C)(C)(C)C1=CC=C(CNS(=O)(=O)C2=CC=C(C)C=C2)C=C1 N-(4-tert-butylbenzyl)p-toluenesulfonamide